(S)-2-(hydroxymethyl)azetidine-1-carboxylate OC[C@H]1N(CC1)C(=O)[O-]